ClC=1C=C(C=CC1F)C(NC=1C=NC(=CC1)C(F)F)C=1NC(=C(N1)S(=O)(=O)C)C N-[(3-chloro-4-fluorophenyl)-(5-methyl-4-methylsulfonyl-1H-imidazol-2-yl)methyl]-6-(difluoromethyl)pyridin-3-amine